IC=1C(=NC=NC1)N(C1=CC(=C(C=C1)OC1=CC2=C(N(C=N2)C)C=C1)C)C 5-iodo-N-methyl-N-(3-methyl-4-((1-methyl-1H-benzoimidazol-5-yl)oxy)phenyl)pyrimidin-4-amine